1-((S)-5-(benzyloxy)-1-(chloromethyl)-1,2-dihydrobenzo[e]indol-3-yl)-5-((S)-1-(chloromethyl)-1,2-dihydro-5-hydroxybenzo[e]indol-3-yl)pentane-1,5-dione C(C1=CC=CC=C1)OC=1C2=C(C=3[C@@H](CN(C3C1)C(CCCC(=O)N1C[C@H](C=3C4=C(C(=CC13)O)C=CC=C4)CCl)=O)CCl)C=CC=C2